ClC1=C(C=C2C(=CN(C2=C1)C)C(C(=O)N(C)C)=O)C(=O)N1CCC(CC1)CC1=CC=C(C=C1)F 2-[6-chloro-5-[4-[(4-fluorophenyl)methyl]piperidine-1-carbonyl]-1-methylindol-3-yl]-N,N-dimethyl-2-oxoacetamide